methyl 3-(2-((4-cyano-4-(3,4-dimethoxyphenyl)-5-methylhexyl) (methyl)amino)ethyl)benzoate C(#N)C(CCCN(CCC=1C=C(C(=O)OC)C=CC1)C)(C(C)C)C1=CC(=C(C=C1)OC)OC